N-[(4-cyanophenyl)methoxymethyl]butylamide C(#N)C1=CC=C(C=C1)COC[N-]CCCC